4-(4-ethynyl-5-methylpyridin-2-yl)piperazine-1-carboxylic acid tert-butyl ester C(C)(C)(C)OC(=O)N1CCN(CC1)C1=NC=C(C(=C1)C#C)C